C(C)OC(C(CC1=CC=C(C=C1)OCCOCCOCC)N1CCN(CCN(CCN(CC1)CC(OC(C)(C)C)=O)C(C(=O)OC)C)CC(=O)OC(C)(C)C)=O ethyl-2-{4,10-bis(2-tert-butoxy-2-oxoethyl)-7-[1-methoxy-1-oxopropan-2-yl]-1,4,7,10-tetraazacyclododecan-1-yl}-3-{4-[2-(2-ethoxyethoxy)ethoxy]phenyl}propanoate